(R)-7-hydroxy-2-isopropyl-2,3-dihydropyrido[2,3-f][1,4]oxazepine-4(5H)-carboxylic acid tert-butyl ester C(C)(C)(C)OC(=O)N1C[C@H](OC2=C(C1)N=C(C=C2)O)C(C)C